(R or S)-2-[6-(4-fluoro-benzyl)-3,3-dimethyl-2,3-dihydro-1H-pyrrolo[3,2-b]pyridin-5-yl]-2-methoxy-ethanol FC1=CC=C(CC=2C=C3C(=NC2[C@H](CO)OC)C(CN3)(C)C)C=C1 |o1:12|